1,5-bis-(4-isopropylphenyl)-3-(4-isopropylphenyl)-pyrazoline C(C)(C)C1=CC=C(C=C1)N1NC(=CC1C1=CC=C(C=C1)C(C)C)C1=CC=C(C=C1)C(C)C